1-(3-(6-chloro-4-fluoro-5-(2-fluoro-6-hydroxyphenyl)-1H-benzo[d]imidazol-1-yl)piperidin-1-yl)prop-2-en-1-one ClC=1C(=C(C2=C(N(C=N2)C2CN(CCC2)C(C=C)=O)C1)F)C1=C(C=CC=C1O)F